2-[[[5-(1-cyano-1-methyl-ethoxy)-3-ethylsulfonyl-2-pyridyl]amino]methyl]-5-(1,1,2,2,2-pentafluoroethyl)thiophene-3-carboxylic acid C(#N)C(C)(OC=1C=C(C(=NC1)NCC=1SC(=CC1C(=O)O)C(C(F)(F)F)(F)F)S(=O)(=O)CC)C